C1(=CC=CC=C1)COC(=O)[C@@]1(CN(C[C@@H]1CC=C)C([C@@H](NC(=O)OCC1=CC=CC=C1)C)=O)NC(=O)OCC1=CC=CC=C1 (3R,4S)-4-allyl-1-(((phenylmethoxy)carbonyl)-L-alanyl)-3-(((phenylmethoxy)carbonyl)amino)pyrrolidine-3-carboxylic acid phenylmethyl ester